4-((3'-(3-(2-oxa-6-azaspiro[3.4]oct-6-yl)propoxy)-2,2'-dimethyl-[1,1'-biphenyl]-3-yl)methoxy)-5-chloro-2-hydroxybenzaldehyde C1OCC12CN(CC2)CCCOC=2C(=C(C=CC2)C2=C(C(=CC=C2)COC2=CC(=C(C=O)C=C2Cl)O)C)C